methyl ((2-(3''-cyano-2,2'-dimethyl-4''-(pyrrolidin-1-ylmethyl)-[1,1':3',1''-terphenyl]-3-yl)-6-(difluoromethoxy)benzo[d]oxazol-5-yl)methyl)-L-prolinate C(#N)C=1C=C(C=CC1CN1CCCC1)C=1C(=C(C=CC1)C1=C(C(=CC=C1)C=1OC2=C(N1)C=C(C(=C2)OC(F)F)CN2[C@@H](CCC2)C(=O)OC)C)C